ClC1=CC=C2C(=CC(=NC2=N1)C1=C(C=C(C=C1F)S(=O)(=O)N1C[C@H](CC1)F)F)C 7-chloro-2-{2,6-difluoro-4-[(3S)-3-fluoropyrrolidine-1-sulfonyl]phenyl}-4-methyl-1,8-naphthyridine